tris[(trifluoromethyl)sulfonyl]phosphonium FC(S(=O)(=O)[PH+](S(=O)(=O)C(F)(F)F)S(=O)(=O)C(F)(F)F)(F)F